5-(p-Chlorophenyl)-6-(1-methyl-1H-pyrazol-4-yl)-4-pyrimidinylamine ClC1=CC=C(C=C1)C=1C(=NC=NC1C=1C=NN(C1)C)N